6-chloro-3-(2-methoxypyridin-4-yl)-5-((3aR,5s,6aS)-octahydrocyclopenta[c]pyrrol-5-yl)-1H-indazole ClC1=C(C=C2C(=NNC2=C1)C1=CC(=NC=C1)OC)C1C[C@@H]2[C@@H](CNC2)C1